CC1=CC=C(N=N1)OC1=CC=C(C(=O)NC=2SC3=NC=CC=C3N2)C=C1 4-((6-methylpyridazin-3-yl)oxy)-N-(thiazolo[5,4-b]pyridin-2-yl)benzamide